N(C(=N)N)NC(C(=O)O)C 2-(carbamimidamido-amino)propanoic acid